3,6,9,12-tetraoxatridecanoate C(COCCOCCOCCOC)(=O)[O-]